4-((4-aminophenyl)thio)-2-(trifluoromethyl)benzenamine NC1=CC=C(C=C1)SC1=CC(=C(C=C1)N)C(F)(F)F